FC1=C(C(=O)O)C=C(C(=C1)F)F 2,4,5-Trifluoro-benzoic acid